N1CC(C1)C=1N=CC(=NC1)NCC1(CC1)C(F)(F)F 5-(azetidin-3-yl)-N-[[1-(trifluoromethyl)cyclopropyl]methyl]pyrazin-2-amine